C(C)(=O)O[C@@H]1[C@H](O[C@@]([C@@H]1OC(C)=O)(C#N)C1=CC=C2C(=NC=NN21)N)COC(=O)SC(C)(C)C [(2R,3R,4R,5R)-4-acetoxy-5-(4-aminopyrrolo[2,1-f][1,2,4]triazin-7-yl)-2-(tert-butylsulfanylcarbonyloxymethyl)-5-cyano-tetrahydrofuran-3-yl] acetate